C(C(=O)CCCCCC(N)N)(=O)CCCCCC(N)N oxalyl-di-hexanediamine